((tert-butoxycarbonyl)-((4-(4-(trifluoromethyl) phenyl)-4,5,6,7-tetrahydropyrazolo[1,5-a]pyrimidin-6-yl) methyl) amino) methacrylate C(C(=C)C)(=O)ON(CC1CN(C=2N(C1)N=CC2)C2=CC=C(C=C2)C(F)(F)F)C(=O)OC(C)(C)C